3-(6-(methyl(piperidin-4-yl)amino)pyrido[3,4-d]pyrimidin-2-yl)bicyclo[1.1.1]pentane-1-carboxamide CN(C1=CC2=C(N=C(N=C2)C23CC(C2)(C3)C(=O)N)C=N1)C1CCNCC1